2-[3-amino-3-(trifluoromethyl)pyrrolidin-1-yl]-N-(1H-benzimidazol-2-ylmethyl)-8-bromo-pyrazolo[1,5-a][1,3,5]triazin-4-amine NC1(CN(CC1)C1=NC=2N(C(=N1)NCC1=NC3=C(N1)C=CC=C3)N=CC2Br)C(F)(F)F